C#C.[Si] Silicon acetylene